C(CCC)[Sn](Cl)(Cl)Cl monobutyl-trichlorotin